BrC=1C=CC(=C(C=NNC(C2=C(C=C(C=C2)Cl)F)=O)C1)O N'-(5-bromo-2-hydroxybenzylidene)-4-chloro-2-fluorobenzoyl-hydrazine